4-(4-dimethylaminostyryl)benzonitrile CN(C1=CC=C(C=CC2=CC=C(C#N)C=C2)C=C1)C